NC1=NC(=C(C=C1C=1C=C2CCNC(C2=CC1)=O)C1=CC(=C(C=C1)N1CCOCC1)CN(C)C)F 6-(2-amino-5-(3-((dimethylamino)methyl)-4-morpholinophenyl)-6-fluoropyridin-3-yl)-3,4-dihydroisoquinolin-1(2H)-one